Cl.C(=O)([NH-])[NH-] carbonyl-diamide hydrochloride